FC=1C=C(C=CC1F)C(C(=O)C1=CC2=C(S1)C=C(C=C2)OC)=C 2-(3,4-difluorophenyl)-1-(6-methoxybenzo[b]thiophen-2-yl)prop-2-en-1-one